hydroxyindolinium O[NH+]1CCC2=CC=CC=C12